C(=O)(O)C(C=1C(NC(NC1)=O)=O)O 5-(carboxyhydroxy-methyl)uracil